methyl 7-[2-(tert-butoxycarbonylamino) ethyl]-2-chloro-pyrrolo[2,3-d]pyrimidine-6-carboxylate C(C)(C)(C)OC(=O)NCCN1C(=CC2=C1N=C(N=C2)Cl)C(=O)OC